4-[2-(5-ethyl-2-pyridyl)ethoxy]benzaldehyde C(C)C=1C=CC(=NC1)CCOC1=CC=C(C=O)C=C1